tert-butyl 4-((1-(4-chloro-3-(2,4-dioxotetrahydropyrimidin-1(2H)-yl)benzoyl)piperidin-4-yl)methoxy)piperidine-1-carboxylate ClC1=C(C=C(C(=O)N2CCC(CC2)COC2CCN(CC2)C(=O)OC(C)(C)C)C=C1)N1C(NC(CC1)=O)=O